COC1=CC=C(C=C1)C(OC)OC P-anisaldehyde dimethyl acetal